CS(=O)(=O)CC(=O)NC1=CC=2N(C=C1)N=CC2C2=NC(=CC=C2)C2CNCCC2 (methylsulfonyl)-N-(3-(6-(piperidin-3-yl)pyridin-2-yl)pyrazolo[1,5-a]pyridin-5-yl)acetamide